CC=1C=C(C=CC1)C1=NN(C=C1)C1=NC=2N(C(=C1)N1CCOCC1)N=C(C2)C2=CC=NC=C2 4-[5-[3-(3-methylphenyl)pyrazol-1-yl]-2-(4-pyridyl)pyrazolo[1,5-a]pyrimidin-7-yl]morpholine